3-methyl-1,3,6-hexanetriol CC(CCO)(CCCO)O